C(C)OC(C[C@@H]([C@@H](C)[N+](=O)[O-])C1=C(C(=CC=C1OCOCC[Si](C)(C)C)Cl)Cl)=O |o1:5,6| Ethyl-(3R,4R)-rel-3-(2,3-dichloro-6-[[2-(trimethylsilyl)ethoxy]methoxy]phenyl)-4-nitropentanoate